carbonyl-(phenylsulfonyl)methane C(=O)=CS(=O)(=O)C1=CC=CC=C1